ruthenium naphthalate C1(=CC=CC2=CC=CC=C12)C(=O)[O-].[Ru+3].C1(=CC=CC2=CC=CC=C12)C(=O)[O-].C1(=CC=CC2=CC=CC=C12)C(=O)[O-]